OC1=CC=C(C=NCCC2=C(C(=CC=C2)O)O)C=C1 (2-((4-hydroxybenzylidene)amino)ethyl)benzene-1,2-Diol